3-(mercaptomethyl)benzoic acid SCC=1C=C(C(=O)O)C=CC1